2-{4-[5-chloro-(1H-imidazol-1-yl) phenyl]-5-methoxy-2-oxopyridin-1(2H)-yl}-4-methoxybutyrate hydrochloride Cl.ClC=1C=CC(=C(C1)C1=CC(N(C=C1OC)C(C(=O)O)CCOC)=O)N1C=NC=C1